trans-N1-methyl-N4-(5-(pyrido[2,3-b]pyrazin-7-yl)pyrrolo[2,1-f][1,2,4]triazin-2-yl)cyclohexane-1,4-diamine CN[C@@H]1CC[C@H](CC1)NC1=NN2C(C=N1)=C(C=C2)C2=CC=1C(=NC=CN1)N=C2